C1=C(C=CC2=CC=CC=C12)S(=O)(=O)[O-].[Na+].C(CC(C)C)(=O)O isovaleric acid sodium β-naphthalenesulfonate